2-(1-cyclobutyl-1H-pyrazol-4-yl)-5-[([1-[2-fluoro-4-(trifluoromethyl)-phenyl]cyclopropyl]carbonyl)amino]benzoic acid C1(CCC1)N1N=CC(=C1)C1=C(C(=O)O)C=C(C=C1)NC(=O)C1(CC1)C1=C(C=C(C=C1)C(F)(F)F)F